C(C)(C)(C)OC(=O)N1C2(CC2)CN(CC1)C=1C=NC(=CC1)Cl 7-(6-chloro-3-pyridinyl)-4,7-diazaspiro[2.5]octane-4-carboxylic acid tert-butyl ester